N-(5-hydroxypyridin-2-yl)-5-isopropoxypentanamide OC=1C=CC(=NC1)NC(CCCCOC(C)C)=O